C(C)C1(CCN(CC1)C(=O)N)C1=NOC(=N1)[C@H]1[C@H](C1)F 4-ethyl-4-{5-[(1S,2S)-2-fluorocyclopropyl]-1,2,4-oxadiazol-3-yl}piperidine-1-carboxamide